COC1=C(C(=C(C(=C1)\C=C(/C)\[N+](=O)[O-])OC)C)CCCCC 1,4-dimethoxy-3-methyl-5-[(E)-2-nitroprop-1-en-1-yl]-2-pentylbenzene